Phosphite lithium [Li+].P([O-])([O-])[O-].[Li+].[Li+]